(R)-4-(Benzyloxy)-2-(Tert-Butoxy)-6-(2-(trifluoromethyl)piperidin-1-yl)pyridine C(C1=CC=CC=C1)OC1=CC(=NC(=C1)N1[C@H](CCCC1)C(F)(F)F)OC(C)(C)C